ClC=1C(=NC(=NC1)NC1=CC(=C(C=C1)N1CCOCC1)F)N1C=C(C2=CC(=CC=C12)NC(C=C)=O)C N-[1-[5-chloro-2-(3-fluoro-4-morpholino-anilino)pyrimidin-4-yl]-3-methyl-indol-5-yl]prop-2-enamide